N1=C(N=CC=C1)C=1C=C(C=NC1)N(C(=O)OC(C)(C)C)C(=O)OC(C)(C)C di-tert-butyl [5-(pyrimidin-2-yl)pyridin-3-yl]-2-imidodicarbonate